L-serine, mesaconic acid salt C(\C(\C)=C\C(=O)O)(=O)O.N[C@@H](CO)C(=O)O